tetranitrosoplatinum potassium [K].N(=O)[Pt](N=O)(N=O)N=O